O=C(CCOC[C@H](C)NC1=C(C(NN=C1)=O)C(F)(F)F)N1CC2N(C=3N=CC(=CC3C=C2)C(F)(F)F)CC1 5-(((2S)-1-(3-oxo-3-(3-(trifluoromethyl)-6a,7,9,10-tetrahydro-8H-pyrazino[1,2-a][1,8]naphthyridin-8-yl)propoxy)prop-2-yl)amino)-4-(trifluoromethyl)pyridazin-3(2H)-one